ClC=1C=CC(=C(C1)NC(C1=NC=C(C=C1)OC)=O)OCCOC N-(5-chloro-2-(2-methoxyethoxy)phenyl)-5-methoxypicolinamide